2-([1,1'-biphenyl]-4-yl)-4-(3'-(4,6-diphenyl-1,3,5-triazin-2-yl)-[1,1':4',1''-terphenyl]-2-yl)-6-phenyl-1,3,5-triazine C1(=CC=C(C=C1)C1=NC(=NC(=N1)C1=C(C=CC=C1)C1=CC(=C(C=C1)C1=CC=CC=C1)C1=NC(=NC(=N1)C1=CC=CC=C1)C1=CC=CC=C1)C1=CC=CC=C1)C1=CC=CC=C1